C(CCCCCCCCCCCCCCC)S(=O)(=O)[O-].[Na+] sodium hexadecylsulfonate salt